[C@H]12NC[C@H]([C@@H]1NC1=C(C(=NC3=C(C(=C(C=C13)C(C#N)C)Br)F)SC)C#CC)C2 (4-(((1R,4R,5S)-2-azabicyclo[2.1.1]hexan-5-yl)amino)-7-bromo-8-fluoro-2-(methylsulfanyl)-3-(prop-1-yn-1-yl)quinolin-6-yl)propionitrile